2,3-bis(octyloxy)propan-1-amine-TFA Salt OC(=O)C(F)(F)F.C(CCCCCCC)OC(CN)COCCCCCCCC